6-(3-Chloro-6-(difluoromethyl)-2-fluorophenyl)-N-(1-((S or R)-1-(5-methyl-6-((1R,5S)-2-oxo-3-azabicyclo[3.1.0]hexan-3-yl)pyridin-3-yl)ethyl)-1H-pyrazol-4-yl)pyrazine-2-carboxamide ClC=1C(=C(C(=CC1)C(F)F)C1=CN=CC(=N1)C(=O)NC=1C=NN(C1)[C@@H](C)C=1C=NC(=C(C1)C)N1C([C@@H]2C[C@@H]2C1)=O)F |o1:24|